BrC1=C(C(=CC2=C1[C@]([C@](O2)(C2=NC=CC=C2)CN2C(C1=CC=CC=C1C2=O)=O)(C)O)F)Cl |o1:7,8| 2-(((2R*,3S*)-4-bromo-5-chloro-6-fluoro-3-hydroxy-3-methyl-2-(pyridin-2-yl)-2,3-dihydrobenzofuran-2-yl)methyl)isoindoline-1,3-dione